7-Fluoro-2-methoxyquinoline-4-carbonitrile FC1=CC=C2C(=CC(=NC2=C1)OC)C#N